6-(Cyclopropanecarboxamido)-4-((5-isopropyl-4-oxo-4,5-dihydrothieno[2,3-d]pyridazin-3-yl)amino)-N-(methyl-d3)nicotinamide C1(CC1)C(=O)NC1=NC=C(C(=O)NC([2H])([2H])[2H])C(=C1)NC1=CSC=2C=NN(C(C21)=O)C(C)C